tri(4-heptyl) phosphate P(=O)(OC(CCC)CCC)(OC(CCC)CCC)OC(CCC)CCC